FC1(CN(CC1)C1=NC=CC(=C1NC(=O)N1CC2=CC=CC=C2C1)C1=C(C=CC=C1)F)F N-[2-(3,3-difluoropyrrolidin-1-yl)-4-(2-fluoro-phenyl)-3-pyridyl]isoindoline-2-carboxamide